C(C#C)OCC(COC1COC(OC1)(C)C)COC1COC(OC1)(C)C 5,5'-((2-((prop-2-yn-1-yloxy)methyl)propane-1,3-diyl)bis(oxy))bis(2,2-dimethyl-1,3-dioxane)